(4-bromo-3-methylbenzyl)carbamic acid tert-butyl ester C(C)(C)(C)OC(NCC1=CC(=C(C=C1)Br)C)=O